4,4'-diamino diphenyl sulfide C1=CC(=CC=C1N)SC2=CC=C(C=C2)N